(3R)-3-hydroxyasparagine O[C@H]([C@H](N)C(=O)O)C(N)=O